2,4-dichloro-6-(3-(fluoromethyl)-4-methyl-1H-pyrazol-1-yl)pyridine ClC1=NC(=CC(=C1)Cl)N1N=C(C(=C1)C)CF